3-methacryloxyethoxypropyloxy-propyl-bis(trimethylsiloxy)methylsilane C(C(=C)C)(=O)OCCOCCCO[SiH](C(O[Si](C)(C)C)O[Si](C)(C)C)CCC